1-(5-(aminomethyl)thiophen-2-yl)-2-((2-(trifluoromethyl)pyrido[2,3-d]pyrimidin-4-yl)thio)ethan-1-one hydrochloride Cl.NCC1=CC=C(S1)C(CSC=1C2=C(N=C(N1)C(F)(F)F)N=CC=C2)=O